tert-butyl (tert-butoxycarbonyl)(9-((5-(3-((tert-butoxycarbonyl)amino)-3-(methylcarbamoyl)piperidin-1-yl)-2-(3-fluoro-4-methoxyphenyl)thiazol-4-yl)methyl)-9H-purin-6-yl)carbamate C(C)(C)(C)OC(=O)N(C(OC(C)(C)C)=O)C1=C2N=CN(C2=NC=N1)CC=1N=C(SC1N1CC(CCC1)(C(NC)=O)NC(=O)OC(C)(C)C)C1=CC(=C(C=C1)OC)F